FC1(CC12CC(C2)NC(=O)NCC2=CC(=CC=C2)C(F)(F)F)F (1,1-Difluoro-spiro[2.3]hex-5-yl)-3-(3-trifluoromethyl-benzyl)-urea